5-[1-benzyloxy-1-(trifluoromethyl)pent-4-enyl]-1,3,4-oxadiazole C(C1=CC=CC=C1)OC(CCC=C)(C(F)(F)F)C1=NN=CO1